(4-(benzo[d]thiazol-5-ylamino)-7-(oxetan-3-yl)quinolin-6-yl)dimethylphosphine oxide S1C=NC2=C1C=CC(=C2)NC2=CC=NC1=CC(=C(C=C21)P(C)(C)=O)C2COC2